(3-(decyloxy)-5-pentadecylphenyl)boronic acid C(CCCCCCCCC)OC=1C=C(C=C(C1)CCCCCCCCCCCCCCC)B(O)O